C(C1=CC=CC=C1)NC1=CC=C(C=C1)Br N-Benzyl-4-bromoaniline